2-acetamido-2-deoxy-3,4,6-tri-O-acetyl-α-D-glucopyranosyl dihydrogen phosphate P(=O)(O[C@@H]1[C@@H]([C@@H](OC(C)=O)[C@H](OC(C)=O)[C@H](O1)COC(C)=O)NC(C)=O)(O)O